F[C@H]1CN(CC[C@H]1NC1=C2C=C(N(C2=CC=C1)CC(F)(F)F)C#CCNC=1C=C(C(=O)O)C=CC1OC)C 3-(3-{4-[(3S,4R)-3-fluoro-1-methyl-4-piperidylamino]-1-(2,2,2-trifluoroethyl)-2-indolyl}-2-propynylamino)-4-anisic acid